p-tert-pentylphenol disulphide C(C)(C)(CC)C12C(C3C(C=C1)(O)S3)S2